FC1=C(C=CC=C1F)C(CC#N)C 3-(2,3-Difluorophenyl)butanenitril